5-ethyl-2-((2-methoxy-4-(4-methylpiperazino)phenyl)amino)-6,7-dioxo-6,7-dihydropteridine C(C)N1C=2C=NC(=NC2NC(C1=O)=O)NC1=C(C=C(C=C1)N1CCN(CC1)C)OC